C(#C)C1CCC(CC1)NC(OC(C)(C)C)=O tert-butyl [(1r,4r)-4-ethynylcyclohexyl]carbamate